((R)-(tert-butylsulfinyl)amino)-5,7-dihydrospiro[cyclopenta[b]pyridine-6,4'-piperidine]-1'-carboxylate C(C)(C)(C)[S@@](=O)NC1N(CCC2(C1)CC=1C(=NC=CC1)C2)C(=O)[O-]